C1(=CC=CC=C1)CCNC(=O)C1=NC=C(C=C1)C1=CC=CC=C1 N-(2-phenylethyl)-5-phenyl-pyridine-2-carboxamide